(3S)-5-chloro-7-({2,4-difluoro-3-[5-fluoro-2-(piperidin-4-ylamino) quinazolin-6-yl] phenyl} sulfamoyl)-2,3-dihydro-1-benzofuran-3-yl acetate C(C)(=O)O[C@@H]1COC2=C1C=C(C=C2S(NC2=C(C(=C(C=C2)F)C=2C(=C1C=NC(=NC1=CC2)NC2CCNCC2)F)F)(=O)=O)Cl